2-[3-(4-methoxypiperidin-1-yl-formyl)-4-fluoro-phenyl]-ethyl acetate C(C)(=O)OCCC1=CC(=C(C=C1)F)C(=O)N1CCC(CC1)OC